6-chloro-N-methyl-5-(4-((3-methyl-2,4-dioxo-1,2,3,4-tetrahydrothieno[3,2-d]pyrimidin-6-yl)methyl)piperazin-1-yl)picolinamide ClC1=C(C=CC(=N1)C(=O)NC)N1CCN(CC1)CC1=CC=2NC(N(C(C2S1)=O)C)=O